CCC(CC(=O)[O-])=O.CCC(CC(=O)[O-])=O.CC([O-])C.CC([O-])C.[Ti+4] titanium di(isopropoxide) bis(methylacetoacetate)